7-bromo-6-chloro-3-(3-methoxy-3-oxopropyl)-1H-indole-2-carboxylic acid methyl ester COC(=O)C=1NC2=C(C(=CC=C2C1CCC(=O)OC)Cl)Br